ClC=1C=C(C=CC1F)NC(N(CC(C)C)[C@H](C)C1=NNC(C2=CC(=CC=C12)Cl)=O)=O (R)-3-(3-chloro-4-fluorophenyl)-1-(1-(6-chloro-4-oxo-3,4-dihydrophthalazin-1-yl)ethyl)-1-isobutylurea